C(C(=C)C)(=O)OCC(COC(C=C)=O)O Acryloyloxy-2-hydroxypropyl methacrylate